3-chloro-6-(2,6-difluorophenyl)-N-(pyridin-3-ylmethyl)imidazo[1,2-b]pyridazin-8-amine ClC1=CN=C2N1N=C(C=C2NCC=2C=NC=CC2)C2=C(C=CC=C2F)F